2-((S)-1-Acryloyl-4-((R)-7-(7-fluoro-3,4-dihydroquinolin-1(2H)-yl)-2-(((3R,4R)-4-methoxy-1-methylpyrrolidin-3-yl)oxy)-5,6,7,8-tetrahydroquinazolin-4-yl)piperazin-2-yl)acetonitrile C(C=C)(=O)N1[C@H](CN(CC1)C1=NC(=NC=2C[C@@H](CCC12)N1CCCC2=CC=C(C=C12)F)O[C@@H]1CN(C[C@H]1OC)C)CC#N